2,4-difluoro-3-[5-fluoro-1-(1H-imidazol-2-yl)imidazo[1,5-a]pyridin-6-yl-phenyl]-2-methoxypyridine-3-sulfonamide FC1(N=CC=C(C1(S(=O)(=O)N)C1=C(C=CC=C1)C=1C=CC=2N(C1F)C=NC2C=2NC=CN2)F)OC